acrylic acid-1,1,1-trifluoroethyl ester FC(COC(C=C)=O)(F)F